CC1(CCC(CC1)CO)CO 4-methyl-1,4-cyclohexanedimethanol